C[C@@H]1CN(C[C@H]2N1CC[C@H](C2)N2CC(C2)C2=CC=C(C=C2)N2CCNCC2)C2=C1C=CC=NC1=C(C=C2)C#N 5-[(4R,8R,9aS)-4-methyl-8-[3-(4-piperazin-1-ylphenyl)azetidin-1-yl]-1,3,4,6,7,8,9,9a-octahydropyrido[1,2-a]pyrazin-2-yl]quinoline-8-carbonitrile